3,4-dihydro-2,2,5,7,8-pentamethyl-2H-1-benzopyran-6-ol CC1(OC2=C(CC1)C(=C(C(=C2C)C)O)C)C